CC1=C(C=O)C(=CC=C1)[N+](=O)[O-] 2-METHYL-6-NITROBENZALDEHYDE